CC1(CC1)NC(OC(C)(C)C)=O tert-butyl (1-methylcyclopropyl)carbamate